tert-butyl (3S)-5-hydroxy-3-(6-methyl-3-pyridyl)isoxazolidine-2-carboxylate OC1C[C@H](N(O1)C(=O)OC(C)(C)C)C=1C=NC(=CC1)C